NC1=C(C(=O)OC)C=C(C(=C1)C1CCC(CC1)(F)F)I Methyl 2-amino-4-(4,4-difluorocyclohexyl)-5-iodobenzoate